Br\C(=C(\F)/Cl)\F (Z)-1-bromo-2-chloro-1,2-difluoroethylene